3-((3-(1-(2-(N-methylacrylamido)acetamido)propan-2-yl)phenyl)amino)pyrazine-2-carboxamide CN(C(C=C)=O)CC(=O)NCC(C)C=1C=C(C=CC1)NC=1C(=NC=CN1)C(=O)N